CCCOC(=O)C1=CC=CC=C1 Benzoic acid n-propyl ester